4-(4-Methylpiperazin-1-yl)-N-[4-[4-(1,3-thiazol-2-yl)piperazin-1-yl]phenyl]benzamid CN1CCN(CC1)C1=CC=C(C(=O)NC2=CC=C(C=C2)N2CCN(CC2)C=2SC=CN2)C=C1